S(=O)(=O)(C1=CC=C(C)C=C1)N1C=CC2=CC=CN=C12 1-tosyl-7-azaindole